N[C@H]1CN(CCC1)C1=CC=CC(=N1)S(=O)(=O)NC1=NC(=C(C=C1)C(F)(F)F)C1=C(C=CC=C1)C (R)-6-(3-aminopiperidin-1-yl)-N-(6-(o-tolyl)-5-(trifluoromethyl)pyridin-2-yl)pyridine-2-sulfonamide